(R)-N-cyclopropyl-1-((2-nitrophenyl)sulfonyl)piperidin-3-amine C1(CC1)N[C@H]1CN(CCC1)S(=O)(=O)C1=C(C=CC=C1)[N+](=O)[O-]